(3E)-3-penten-2-one CC(\C=C\C)=O